2-(3-Chloro-4-(6-(1-methylcyclopropoxy)-9H-purin-8-yl)phenyl)acetamide ClC=1C=C(C=CC1C=1NC2=NC=NC(=C2N1)OC1(CC1)C)CC(=O)N